(S)-tert-butyl 4-((1-bromovinyl)sulfonyl)-3-(cyanomethyl)piperazine-1-carboxylate BrC(=C)S(=O)(=O)N1[C@H](CN(CC1)C(=O)OC(C)(C)C)CC#N